(S)-8-chloro-6-(((1-cyclopropyl-1H-1,2,3-triazol-4-yl)(2-(dimethylamino)pyridin-3-yl)methyl-d)amino)-4-(neopentylamino)quinoline-3-carbonitrile ClC=1C=C(C=C2C(=C(C=NC12)C#N)NCC(C)(C)C)N[C@@]([2H])(C=1C(=NC=CC1)N(C)C)C=1N=NN(C1)C1CC1